methyl 5-(2-(((tert-butyldiphenylsilyl)oxy)methyl)thiophen-3-yl)-2-chloro-4-hydroxybenzoate [Si](C1=CC=CC=C1)(C1=CC=CC=C1)(C(C)(C)C)OCC=1SC=CC1C=1C(=CC(=C(C(=O)OC)C1)Cl)O